tert-butyl 3-amino-3-(cyanomethyl)piperidine-1-carboxylate NC1(CN(CCC1)C(=O)OC(C)(C)C)CC#N